C(OC1CNC1)([O-])=O azetidin-3-yl carbonate